COC1=CC=2C(=C3C(=NC2C=C1OCCCN1CCCC1)CCC3)NC[C@H]3OCCC3 7-methoxy-N-{[(2S)-oxolan-2-yl]methyl}-6-[3-(pyrrolidin-1-yl)propoxy]-1H,2H,3H-cyclopenta[b]quinolin-9-amine